CN1N=C(C(=C1)C)C1=CC=C(C=C1)CO (4-(1,4-dimethyl-1H-pyrazol-3-yl)phenyl)methanol